ClC1=CN=CC(=N1)O[C@@H]1[C@H](CN(CCC1)C(=O)OC(C)(C)C)C tert-butyl (3S,4S)-4-((6-chloropyrazin-2-yl)oxy)-3-methylazepane-1-carboxylate